(S)-4-(2,2-difluoroethoxy)-2-((4-(6-((2-methoxy-4-(trifluoromethyl) benzyl) oxy) pyridin-2-yl) piperidin-1-yl) methyl)-1-(oxetan-2-ylmethyl)-1H-benzo[D]imidazole-6-carboxylate FC(COC1=CC(=CC=2N(C(=NC21)CN2CCC(CC2)C2=NC(=CC=C2)OCC2=C(C=C(C=C2)C(F)(F)F)OC)C[C@H]2OCC2)C(=O)[O-])F